1,9-dibromo-4-nonene BrCCCC=CCCCCBr